C(C1=CC=CC=C1)NC(C[N+]1(CCCCCC1)CC(=O)NC1=C(SC=C1C(N(C)CCOC)=O)C)=O 1-(2-(benzylamino)-2-oxoethyl)-1-(2-((4-((2-methoxyethyl)(methyl)carbamoyl)-2-methylthiophen-3-yl)amino)-2-oxoethyl)azepan-1-ium